(5S)-5-{[(3S)-3-Fluoropyrrolidin-1-yl]carbonyl}-2-[3-fluoro-4-(trifluoromethyl)benzyl]-5,6,7,8-tetrahydro[1,2,4]triazolo[4,3-a]pyridin-3(2H)-one F[C@@H]1CN(CC1)C(=O)[C@@H]1CCCC=2N1C(N(N2)CC2=CC(=C(C=C2)C(F)(F)F)F)=O